FC1CCN(CC1)C=1C=C(CN2[C@H](CN(CC2)C(=O)N2N=C(C=C2)NS(=O)(=O)C)C)C=CC1C(F)(F)F (S)-N-(1-(4-(3-(4-Fluoropiperidin-1-yl)-4-(trifluoromethyl)benzyl)-3-methylpiperazine-1-carbonyl)-1H-pyrazol-3-yl)methanesulfonamide